ClC=1C=CC=C2C(C=C(OC12)C1=C(C=C(OCCOC2CC(C2)C(=O)O)C=C1)OC)=O 3-[2-[4-(8-chloro-4-oxo-chromen-2-yl)-3-methoxy-phenoxy]ethoxy]cyclobutanecarboxylic acid